FC(S(=O)(=O)OC1=CCCC2=CC(=CC(=C12)F)F)(F)F 6,8-Difluoro-3,4-dihydronaphthalen-1-yl trifluoromethanesulfonate